C(=O)O.COC[C@@H](C)NC=1C2=C(N=C(N1)N)C=C(S2)C2=CC=NN2 (R)-N4-(1-methoxypropan-2-yl)-6-(1H-pyrazol-5-yl)thieno[3,2-d]Pyrimidine-2,4-diamine formate